C1(CC1)S(=O)(=O)N1N=CC(=C1)C1=NC=CC(=N1)NC1=NC=C(C(=C1)NC1CC(CCC1)NCC(F)F)C1=NN(C=C1)C N2-(2-(1-(Cyclopropylsulfonyl)-1H-pyrazol-4-yl)pyrimidin-4-yl)-N4-(3-((2,2-difluoroethyl)amino)cyclohexyl)-5-(1-methyl-1H-pyrazol-3-yl)pyridine-2,4-diamine